C(C)(C)(C)OC(=O)NC1=CC=C(C=N1)[C@H]1N(OCC1)C(=O)OC(C)(C)C Tert-butyl (3S)-3-[6-(tert-butoxycarbonylamino)-3-pyridyl]isoxazolidine-2-carboxylate